1-(3-((1-methyl-6-((5-methylthiazol-2-yl)amino)-1H-pyrrolo[3,2-c]pyridin-4-yl)oxy)piperidin-1-yl)prop-2-en-1-one CN1C=CC=2C(=NC(=CC21)NC=2SC(=CN2)C)OC2CN(CCC2)C(C=C)=O